5-fluoro-1-((4aR,6R,7aS)-2-(3-(2-fluorophenyl)propoxy)-2-oxotetrahydro-4H-furo[3,2-d][1,3,2]dioxaphosphorin-6-yl)pyrimidine-2,4(1H,3H)-dione FC=1C(NC(N(C1)[C@H]1C[C@@H]2OP(OC[C@H]2O1)(=O)OCCCC1=C(C=CC=C1)F)=O)=O